COC1=C(C=CC=C1)C1CCN(CC1)[C@H]1CC2(CN(C2)C(=O)OC(C)(C)C)CC1 tert-butyl (R)-6-(4-(2-methoxyphenyl) piperidin-1-yl)-2-azaspiro[3.4]octane-2-carboxylate